2-(2-mercaptoethyl)-5-mercaptomethyl-1,4-dithiacyclohexane SCCC1SCC(SC1)CS